C1CC12N(CCNC2)CC2=C(C=C(C=C2)NC(=O)NC2=C(C=C(C=C2)C2=CN(C=1N=CN=C(C12)N)C1CC1)F)C(F)(F)F 1-(4-((4,7-DIAZASPIRO[2.5]OCTAN-4-YL)METHYL)-3-(TRIFLUOROMETHYL)PHENYL)-3-(4-(4-AMINO-7-CYCLOPROPYL-7H-PYRROLO[2,3-D]PYRIMIDIN-5-YL)-2-FLUOROPHENYL)UREA